tert-butyl 3'-fluoro-[4,4'-bipiperidine]-1-carboxylate FC1CNCCC1C1CCN(CC1)C(=O)OC(C)(C)C